COC1=C(C(=CC(=C1)C1=NC2=C(N1)C=CC(=C2)N2CC(C2)OC)O)O 3-methoxy-5-(5-(3-methoxyazetidin-1-yl)-1H-benzo[d]imidazol-2-yl)benzene-1,2-diol